C(C)(=O)C1=C(C=CC=C1)NC(C)=O N-(2-Acetylphenyl)acetamide